4-[3-(4-bromopyrazol-1-yl)-2-nitro-anilino]piperidine-1-carboxylic acid tert-butyl ester C(C)(C)(C)OC(=O)N1CCC(CC1)NC1=C(C(=CC=C1)N1N=CC(=C1)Br)[N+](=O)[O-]